FC=1C=C(C=CC1F)C=1C=C(C=NC1)OC1=CC(=CC(=N1)C#N)OC1CCN(CC1)S(=O)(=O)CCO 6-((5-(3,4-difluorophenyl)pyridin-3-yl)oxy)-4-((1-((2-hydroxyethyl)sulfonyl)piperidin-4-yl)oxy)picolinonitrile